(E)-3-(4-isopropyl-3-methoxystyryl)-1-methyl-1H-pyrazole C(C)(C)C1=C(C=C(/C=C/C2=NN(C=C2)C)C=C1)OC